C(CCCCCCCCCCC)OC1=CC=C(C=C1)/C=C/C(=O)C1=C(C=CC=C1)O (E)-3-[4-(Dodecyloxy)phenyl]-1-(2-hydroxyphenyl)prop-2-en-1-one